1-pentane-amine C(CCCC)N